trans-2-(4-aminocyclohexyl)-N-(6-chloroquinolin-2-yl)acetamide 2,2,2-trifluoroacetate FC(C(=O)O)(F)F.N[C@@H]1CC[C@H](CC1)CC(=O)NC1=NC2=CC=C(C=C2C=C1)Cl